2-(3,5-Dimethoxyphenyl)ethan COC=1C=C(C=C(C1)OC)CC